3-(2-hydroxy-2-methyl-propoxy)-5-amino-1H-1,2,4-thiadiazole OC(COC1=NSC(=N1)N)(C)C